(R)-2-((1-(2-cyano-7-methyl-3-(4-(3-(trifluoromethyl)-1H-pyrazol-1-yl)piperidin-1-yl)quinoxalin-5-yl)ethyl)amino)benzoic acid C(#N)C1=NC2=CC(=CC(=C2N=C1N1CCC(CC1)N1N=C(C=C1)C(F)(F)F)[C@@H](C)NC1=C(C(=O)O)C=CC=C1)C